(R)-6-hydroxy-2-(1H-pyrazol-4-yl)-6,7,8,9-tetrahydrothieno[2,3-c]Quinolin-4(5H)-one O[C@@H]1CCCC=2C3=C(C(NC12)=O)SC(=C3)C=3C=NNC3